2-chloro-3-methoxy-6-nitro-benzaldehyde ClC1=C(C=O)C(=CC=C1OC)[N+](=O)[O-]